CC=1C=C(NC2=NC=C(C(=N2)N[C@H](CO)C2=CC=CC=C2)[N+](=O)[O-])C=CC1S(=O)(=O)C (2S)-2-[[2-(3-methyl-4-methylsulfonyl-anilino)-5-nitro-pyrimidin-4-yl]amino]-2-phenyl-ethanol